2-(2-((5-(1-aminoisoquinolin-7-yl)-1'-(methoxycarbonyl)-2,3-dihydrospiro[indene-1,4'-piperidin]-3-yl)oxy)-4-fluorophenyl)acetic acid NC1=NC=CC2=CC=C(C=C12)C=1C=C2C(CC3(CCN(CC3)C(=O)OC)C2=CC1)OC1=C(C=CC(=C1)F)CC(=O)O